2-(4-Fluorophenyl)-7,7-dimethyl-3-(6-methyl-1H-pyrazolo[3,4-b]pyridin-4-yl)-4,6-dihydropyrazolo[5,1-c][1,4]oxazine FC1=CC=C(C=C1)C1=NN2C(COCC2(C)C)=C1C1=C2C(=NC(=C1)C)NN=C2